OC1C[C@H](NC1=O)C(=O)[O-] 4-hydroxypyroglutamate